C(C(CC(=C)C(=O)O)C(=O)O)C(=O)O 4-pentene-1,2,4-tricarboxylic acid